3-METHYLENE-1-CYCLOHEXENE C=C1C=CCCC1